N-(4-chloro-3-cyano-1H-indol-7-yl)-1-[(1R)-1-(fluoromethyl)-2-hydroxy-ethyl]pyrazole-4-sulfonamide ClC1=C2C(=CNC2=C(C=C1)NS(=O)(=O)C=1C=NN(C1)[C@H](CO)CF)C#N